[(1S)-1-(4-bromophenyl)ethyl](methyl)amine hydrochloride Cl.BrC1=CC=C(C=C1)[C@H](C)NC